C(C)(C)(C)C1=C(C(=CC(=C1)NC1=CC=C(C=C1)NC(C)CC(C)C)C(C)(C)C)O 2,6-di-tert-butyl-4-({4-[(4-methylpentan-2-yl)amino]phenyl}amino)phenol